(sulfo)sulfonyl chloride S(=O)(=O)(O)S(=O)(=O)Cl